tert-butyl (S)-(1-(acetimidamidooxy)-5-methyl-1-oxohexan-3-yl)carbamate C(C)(=N)NC(C[C@H](CC(C)C)NC(OC(C)(C)C)=O)=O